4-Amino-6-chloro-1-(2-chlorophenyl)-7-cyclopropylquinazolin-2(1H)-one NC1=NC(N(C2=CC(=C(C=C12)Cl)C1CC1)C1=C(C=CC=C1)Cl)=O